6-Chloro-5-cyclopropyl-N-(5-cyclopropyl-1-(tetrahydro-2H-pyran-2-yl)-1H-pyrazol-3-yl)-N-(4-methoxybenzyl)-2-(methylthio)pyrimidin-4-amine ClC1=C(C(=NC(=N1)SC)N(CC1=CC=C(C=C1)OC)C1=NN(C(=C1)C1CC1)C1OCCCC1)C1CC1